(S)-7-(4-(2-(tetrahydro-2H-pyran-4-yl)phenyl)piperidin-1-yl)-5-oxa-2-azaspiro[3.4]octane O1CCC(CC1)C1=C(C=CC=C1)C1CCN(CC1)[C@@H]1COC2(CNC2)C1